C1(CC1)COC=1C(OC(C1C1=CC=C(C=C1)S(=O)(=O)C)(C)C)=O 3-(cyclopropylmethoxy)-5,5-dimethyl-4-[4-(methylsulfonyl)phenyl]-2(5H)-furanone